8-methyl-N-{[(2S)-oxolan-2-yl]methyl}-2-[2-(pyridin-3-yl)propan-2-yl]-4,5-dihydro-2H-furo[2,3-g]indazole-7-carboxamide CC1=C(OC=2CCC3=CN(N=C3C21)C(C)(C)C=2C=NC=CC2)C(=O)NC[C@H]2OCCC2